O1[C@@H](CCC1)COC=1N=CC2=C(N1)C=CN=C2 2-(((S)-tetrahydrofuran-2-yl)methoxy)pyrido[4,3-d]pyrimidine